sulphur ammonia N.[S]